CC(C)C=CCCCCC(=O)NCC1=CC(=C(C=C1)O)OC (E)-N-[(4-hydroxy-3-methoxyphenyl)methyl]-8-methylnon-6-enamide